ClC1=CC(=C(C=C1)C1OC2=C(O1)C=CC=C2C2=CC(=C(C(=C2)F)CC2=NC1=C(N2C[C@H]2OCC2)C=C(C=C1)C(=O)O)F)F 2-({4-[2-(4-chloro-2-fluorophenyl)-2H-1,3-benzodioxol-4-yl]-2,6-difluorophenyl}methyl)-1-{[(2S)-oxetan-2-yl]methyl}-1H-1,3-benzodiazole-6-carboxylic acid